ClC=1C=CC=C2C(C=C(OC12)C1=C(C=C(C=C1)C(F)(F)F)OCCN1CCC(CC1)C1=NN=NN1)=O 8-chloro-2-[2-[2-[4-(1H-tetrazol-5-yl)-1-piperidyl]ethoxy]-4-(trifluoromethyl)phenyl]chromen-4-one